6-[1-(1-Cyano-4-piperidyl)-5-methyl-triazol-4-yl]-4-[1-(5-fluoro-2-pyridyl)-2-methoxy-ethoxy]pyrazolo[1,5-a]pyridine-3-carbonitrile C(#N)N1CCC(CC1)N1N=NC(=C1C)C=1C=C(C=2N(C1)N=CC2C#N)OC(COC)C2=NC=C(C=C2)F